[Ar].[Ag] silver argon